CC(C)(C)NCC1(CN(C1)C(=O)C1=CSC=C1NC1=C(C=C(C=C1)I)F)O 3-{[(1,1-Dimethylethyl)amino]methyl}-1-({4-[(2-fluoro-4-iodophenyl)amino]-3-thienyl}carbonyl)azetidin-3-ol